[Si](C)(C)(C(C)(C)C)OC1CC(N2N=C(N=C21)C(=O)OCC)CCC ethyl 7-[tert-butyl(dimethyl)silyl]oxy-5-propyl-6,7-dihydro-5H-pyrrolo[1,2-b][1,2,4]triazole-2-carboxylate